OC(COC=1C=CC(=C(C1)O)C1=NC(=NC(=N1)C1=C(C=C(C=C1)C)C)C1=C(C=C(C=C1)C)C)COCCCCCCCCCCCCC 5-[2-hydroxy-3-(tridecyloxy)propoxy]-2-(4,6-bis(2,4-dimethylphenyl)-[1,3,5]triazin-2-yl)phenol